2-octanol carbonate C(O)(=O)OC(C)CCCCCC